4-(2-(2-(1-methyl-1H-pyrazol-4-yl)ethoxy)-6-(4-methyl-3-phenyl-1H-pyrazol-1-yl)pyrimidin-4-yl)morpholine CN1N=CC(=C1)CCOC1=NC(=CC(=N1)N1CCOCC1)N1N=C(C(=C1)C)C1=CC=CC=C1